3-bromo-1H,1'H-4,7'-biindole BrC1=CNC=2C=CC=C(C12)C=1C=CC=C2C=CNC12